Oleic acid amide C(CCCCCCC\C=C/CCCCCCCC)(=O)N